3-methyl-N-(1-(4-(trifluoro-methyl)benzyl)-1H-indazol-3-yl)isoxazole-4-carboxamide CC1=NOC=C1C(=O)NC1=NN(C2=CC=CC=C12)CC1=CC=C(C=C1)C(F)(F)F